ClC1=CC(=NC(=C1)N1CCOCC1)C(C)(C)O 2-[4-chloro-6-(morpholin-4-yl)pyridin-2-yl]propan-2-ol